C(N)(=O)C1=NC=C2N1C=CC(=C2)C=2C=C(C=NC2C(F)(F)F)C(=O)N[C@@H]2[C@H](C[C@H](C2)OC(F)(F)F)O 5-{3-Carbamoyl-imidazo[1,5-a]pyridin-7-yl}-N-[(1S,2S,4S)-2-hydroxy-4-(trifluoromethoxy)cyclopentyl]-6-(trifluoromethyl)pyridine-3-carboxamide